6-((S)-4-(tert-butoxycarbonyl)-2-methylpiperazin-1-yl)-2-(((S)-1-methylpyrrolidin-2-yl)methoxy)pyrimidine-4-carboxylic acid C(C)(C)(C)OC(=O)N1C[C@@H](N(CC1)C1=CC(=NC(=N1)OC[C@H]1N(CCC1)C)C(=O)O)C